2-{[4-(3-cyclopropyl-1H-indazol-5-yl)-1-oxo-2,3-dihydro-1H-isoindol-2-yl]methyl}prop-2-enamide C1(CC1)C1=NNC2=CC=C(C=C12)C1=C2CN(C(C2=CC=C1)=O)CC(C(=O)N)=C